2-[2-Chloro-4-fluoro-5-(7-morpholin-4-yl-quinazolin-4-yl)-phenyl]-2-imidazo-[1,2-b]pyridazin-6-yl-N-methylacetamide ClC1=C(C=C(C(=C1)F)C1=NC=NC2=CC(=CC=C12)N1CCOCC1)C(C(=O)NC)C=1C=CC=2N(N1)C=CN2